ClC=1C=C(OCC(=O)O)C=C(C1CC1=CC(=C(C=C1)O)C1=CC(=C(C(=C1)F)F)Cl)Cl 2-[3,5-dichloro-4-[[3-(3-chloro-4,5-difluoro-phenyl)-4-hydroxy-phenyl]methyl]phenoxy]acetic acid